2-ethyl-3-pentylpyridine C(C)C1=NC=CC=C1CCCCC